Cl.COC([C@@H](NCC1=CC=CC=C1)CC(C)C)=O Benzyl-L-leucine methyl ester hydrochloride